N-hydroxy-4-(3-methoxypropoxy)benzimidamide ONC(C1=CC=C(C=C1)OCCCOC)=N